C1=NC=C(C2=CC=CC=C12)N[C@H](C(=O)O)CCC(C)(C)C (S)-2-(4-isoquinolylamino)-5,5-dimethylhexanoic acid